N-(5-cyclopropyl-1H-pyrazol-3-yl)propanamide ethyl-N-(3,5-difluorobenzyl)-P-(4-(5-(trifluoromethyl)-1,2,4-oxadiazol-3-yl)phenyl)phosphonamidate C(C)OP(=O)(NCC1=CC(=CC(=C1)F)F)C1=CC=C(C=C1)C1=NOC(=N1)C(F)(F)F.C1(CC1)C1=CC(=NN1)NC(CC)=O